(S)-3-((3-bromophenyl)(2-oxaspiro[3.3]heptan-6-yl)methyl)-4-methyl-4H-1,2,4-triazole BrC=1C=C(C=CC1)[C@@H](C1=NN=CN1C)C1CC2(COC2)C1